3-(chloromethyl)-7-ethylpyrido[3,2-c]pyridazin-6(5H)-one ClCC1=CC2=C(N=N1)C=C(C(N2)=O)CC